(5-oxo-6,7-dihydro-5H-pyrrolo[3,4-b]pyridin-3-yl)boronic acid O=C1NCC2=NC=C(C=C21)B(O)O